lithium lanthanum zirconium molybdenum oxide [Mo]=O.[Zr].[La].[Li]